COC1=NC=CC=C1[C@@H]1N(CCCCC1)C1=NC(=NC(=C1)C)N |r| (±)-4-(2-(2-Methoxypyridin-3-yl)azepan-1-yl)-6-methylpyrimidin-2-amine